5-(trifluoromethyl)-2,3-dihydro-1H-inden-2-amine hydrochloride Cl.FC(C=1C=C2CC(CC2=CC1)N)(F)F